tert-butyl-3-[3-methyl-2-oxo-4-(4-piperidyl)benzimidazol-1-yl]piperidine-2,6-dione C(C)(C)(C)N1C(C(CCC1=O)N1C(N(C2=C1C=CC=C2C2CCNCC2)C)=O)=O